3,3-dichlorocyclohexanamine ClC1(CC(CCC1)N)Cl